4-acetyl-N-(3-nitrophenylmethyl)-1H-pyrrole-2-carboxamide C(C)(=O)C=1C=C(NC1)C(=O)NCC1=CC(=CC=C1)[N+](=O)[O-]